2-methoxy-N-(2-methylquinolin-8-yl)benzamide COC1=C(C(=O)NC=2C=CC=C3C=CC(=NC23)C)C=CC=C1